C[C@H](CC)C1=C(C=C(C=C1O)C(CC)(CC)C)O 2-[(2R)-Butan-2-yl]-5-(3-methylpentan-3-yl)benzene-1,3-diol